tert-Butyl (3-cyano-4-(3-(3-(cyclopropyl(methyl)amino)pyrrolidin-1-yl)-5-fluoro-7,9-dihydrofuro[3,4-f]quinazolin-6-yl)-7-fluorothieno[3,2-c]pyridin-2-yl)carbamate C(#N)C1=C(SC2=C1C(=NC=C2F)C=2C1=C(C=3C=NC(=NC3C2F)N2CC(CC2)N(C)C2CC2)COC1)NC(OC(C)(C)C)=O